4-pentene-1-amine C(CCC=C)N